FCC(=O)C(C(=O)N)NC(=O)[C@H]1N(CCC1)S(=O)(=O)C1=CC=CC=C1 (2-fluoroacetyl)-[[(2S)-1-(benzenesulfonyl)pyrrolidine-2-carbonyl]amino]acetamide